[Br-].C(C)(C)(C)OC(=O)NC1CCN(CC1)C(=O)C=1C=CC2=C(N(C=[N+]2CC)CC)C1 6-(4-{[(tert-butoxy)carbonyl]amino}piperidine-1-carbonyl)-1,3-diethyl-1H-1,3-benzodiazol-3-ium bromide